sodium tris(trifluoromethylsulfonyl)methylsodium FC(S(=O)(=O)C(S(=O)(=O)C(F)(F)F)(S(=O)(=O)C(F)(F)F)[Na])(F)F.[Na]